CC=1NC2=C(N1)SC=C2C(=O)OC methyl 2-methyl-1H-thieno[2,3-d]imidazole-6-carboxylate